ethylhexyl ferulate (ethylhexyl ferulate) C(C)\C(=C(/C(=O)O)\CCCCCC)\C1=CC(OC)=C(O)C=C1.C(\C=C\C1=CC(OC)=C(O)C=C1)(=O)OC(CCCCC)CC